COCCN1C2=C(NC(C1)=O)N=CC(=N2)C=2C(=CC(=NC2)C(=O)N)C 5-(8-(2-methoxyethyl)-6-oxo-5,6,7,8-tetrahydropyrazino[2,3-b]pyrazin-2-yl)-4-methylpyridinecarboxamide